N1(CCC2=CC=CC=C12)S(=O)(=O)C=1C=C(C(=O)NC=2C=CC=C3C=CC=NC23)C=CC1 3-(indolin-1-ylsulfonyl)-N-(quinolin-8-yl)benzamide